C1(CC1)C1=C(C(=NO1)C1=C(C=CC=C1Cl)Cl)CO[C@H]1[C@@H]2CN([C@H](C1)C2)C2=CC=C(C=C2)C(=O)NS(=O)(=O)CCC(C)OC(CCC(=O)O)=O 4-({4-[({4-[(1S,4S,5R)-5-{[5-cyclopropyl-3-(2,6-dichlorophenyl)-1,2-oxazol-4-yl]methoxy}-2-azabicyclo[2.2.1]heptan-2-yl]phenyl}formamido)sulfonyl]butan-2-yl}oxy)-4-oxobutanoic acid